ClC1=C(C=C(C(=O)NCC2=C(C=CC(=C2)OC(F)(F)F)F)C=C1)C=1C=CC=2N(N1)C=C(N2)NC(C)=O 4-chloro-3-{2-acetamidoimidazo[1,2-b]pyridazin-6-yl}-N-{[2-fluoro-5-(trifluoromethoxy)phenyl]methyl}benzamide